O1CCN(CC1)C1=C2C(=[N+](C=C1)[O-])C=CO2 7-morpholinofuro[3,2-b]pyridine 4-oxide